3,4,8,9,10,11-hexahydro-1H-pyrido[4',3':3,4]pyrazolo[1,5-a]azepine C1NCCC2=NN3C(CCCCC3)=C21